N-ethyl-N-methyloctacosa-20,23-dien-10-amine C(C)N(C(CCCCCCCCC)CCCCCCCCCC=CCC=CCCCC)C